C(C)(=O)OC(C(=O)NC1=CC(=C(C=C1)B1OC(C(O1)(C)C)(C)C)F)C=1C=C(C=CC1)C 2-((3-fluoro-4-(4,4,5,5-tetramethyl-1,3,2-dioxaborolan-2-yl)phenyl)amino)-2-oxo-1-(m-tolyl)ethyl acetate